C(C)(C)(C)OC(=O)N[C@@H]1C[C@H](CCC1)NC1=NC=C(C(=N1)C1=CNC2=C(C(=CC=C12)C(=O)OC)P(=O)(C)C)C(F)(F)F methyl 3-(2-(((1S,3S)-3-((tert-butoxycarbonyl)amino)cyclohexyl)amino)-5-(trifluoromethyl)pyrimidine-4-yl)-7-(dimethylphosphoryl)-1H-indole-6-carboxylate